CC1=C(C=C(C=C1)C(F)(F)F)N1CCN(CC1)C(=O)[C@H]1[C@H](C1)C1=CC=C(C=C1)S(F)(F)(F)(F)F |r| (4-(2-Methyl-5-(trifluoromethyl)phenyl)piperazin-1-yl)((1RS,2SR)-2-(4-(pentafluoro-λ6-sulfaneyl)-phenyl)cyclopropyl)methanone